CN(CCOC=1C=CC(=C(C(=O)N[C@H](C)C2=CC(=CC(=C2)C=2C=NN(C2)CCN2C(CCC2)=O)C=2C=NN(C2)C)C1)C)C (R)-5-(2-(dimethylamino)ethoxy)-2-methyl-N-(1-(3-(1-methyl-1H-pyrazol-4-yl)-5-(1-(2-(2-oxopyrrolidin-1-yl)ethyl)-1H-pyrazol-4-yl)phenyl)ethyl)benzamide